FC1=C(C=CC=C1)[C@@H]1OCCN2C1=CC(=N2)C(CC)=O |r| 1-[rac-(4S)-4-(2-fluorophenyl)-6,7-dihydro-4H-pyrazolo[5,1-c][1,4]oxazin-2-yl]propan-1-one